2,6-dichloro-3-(trifluoromethoxy)pyridine ClC1=NC(=CC=C1OC(F)(F)F)Cl